N1=C(C=CC=C1)N1N=C2C=CC=CC2=C1 (pyridin-2-yl)-2H-indazole